C(C1=CC=CC=C1)N1CCC(CC1)CC1=CC=2C(=NC=CC2C=2C=C3C(=NNC3=CC2)N)N1 5-(2-((1-benzylpiperidin-4-yl)methyl)-1H-pyrrolo[2,3-b]pyridin-4-yl)-1H-indazol-3-amine